N-octadecyl-2-cyano-3,6-dihydroxypyridin-4-one C(CCCCCCCCCCCCCCCCC)N1C(=C(C(C=C1O)=O)O)C#N